8-methyl-3,4-Dihydroisoquinoline-2(1H)-carboxylate CC=1C=CC=C2CCN(CC12)C(=O)[O-]